BrC=1C(=C(OCCC(C(C)(C2=CC=C(C=C2)F)O[Si](CC)(CC)CC)(F)F)C(=CC1OC)F)F ((5-(3-bromo-2,6-difluoro-4-methoxyphenoxy)-3,3-difluoro-2-(4-fluorophenyl)pentan-2-yl)oxy)triethylsilane